3-methyl-5-(2-methyl-4-(6-(trifluoromethyl)quinazolin-2-yl)phenyl)-2-(4-methylpiperazine-1-carbonyl)-6,7-dihydropyrazolo[1,5-a]pyrazin-4(5H)-one CC=1C(=NN2C1C(N(CC2)C2=C(C=C(C=C2)C2=NC1=CC=C(C=C1C=N2)C(F)(F)F)C)=O)C(=O)N2CCN(CC2)C